CN([C@H]1CCCC=2C=CC=NC12)C[C@@H]1NCC2=CC=CC(=C2C1)N1CCN(CC1)C(C)=O 1-(4-((R)-3-((methyl((S)-5,6,7,8-tetrahydroquinolin-8-yl)amino)methyl)-1,2,3,4-tetrahydroisoquinolin-5-yl)piperazin-1-yl)ethan-1-one